dioctylfuran-2,5-dicarboxylate C(CCCCCCC)C=1C(=C(OC1C(=O)[O-])C(=O)[O-])CCCCCCCC